CO[Si](OCC)(C)C Trimethyl-EthoxySilanol